C(C)(C)(CC)C1=CC=C(C=C1)C1(CCC(CC1)N)N 1-(4-(tert-pentyl)phenyl)cyclohexane-1,4-diamine